4'-bromo-3'-cyano-1,2,3,4-tetrahydro-[1,1'-biphenyl]-2,3-dicarboxylate BrC1=C(C=C(C=C1)C1C(C(CC=C1)C(=O)[O-])C(=O)[O-])C#N